Cl.N1C[C@@H](CC1)O (R)-pyrrolidin-3-ol hydrochloride salt